4'-((2-butyl-4-ethyl-4-(2-methoxyethyl)-5-oxo-4,5-dihydro-1H-imidazol-1-yl)methyl)-N-(4,5-dimethylisoxazol-3-yl)-2'-(ethoxymethyl)-N-(methoxymethyl)-[1,1'-biphenyl]-2-sulfonamide C(CCC)C=1N(C(C(N1)(CCOC)CC)=O)CC1=CC(=C(C=C1)C=1C(=CC=CC1)S(=O)(=O)N(COC)C1=NOC(=C1C)C)COCC